OC=1C=C(C(=C(C1)NC=O)CC=C(C)C)\C=C\C1=CC(=C(C=C1)O)OC (E)-N-(5-hydroxy-3-(4-hydroxy-3-methoxystyryl)-2-(3-methylbut-2-en-1-yl)phenyl)carboxamide